(1R,3S)-3-(3-{[(2-methyl-1,3-thiazol-5-yl)acetyl]-amino}-1H-pyrazol-5-yl)-cyclopentyl [(2ξ)-1,1,1-trifluorobutan-2-yl]carbamate FC(C(CC)NC(O[C@H]1C[C@H](CC1)C1=CC(=NN1)NC(CC1=CN=C(S1)C)=O)=O)(F)F